N-(2-methoxy-4-(1-phenylcyclopentane-1-carboxamido)phenyl)pyridine-3-carboxamide COC1=C(C=CC(=C1)NC(=O)C1(CCCC1)C1=CC=CC=C1)NC(=O)C=1C=NC=CC1